C(C1=CC=CC=C1)(C1=CC=CC=C1)C1=C(C(=C(C=C1N)F)F)F 6-benzhydryl-3,4,5-trifluoroaniline